cyclopropyl-2-methoxy-4-(5-methyl-4-(2-oxo-2,3-dihydrobenzo[d]oxazol-5-ylamino)pyrimidin-2-ylamino)benzamide C1(CC1)C=1C(=C(C(=O)N)C=CC1NC1=NC=C(C(=N1)NC=1C=CC2=C(NC(O2)=O)C1)C)OC